(S)-1-((6-((2'-chloro-3'-(5-(dimethoxymethyl)picolinamido)-2-methyl-[1,1'-biphenyl]-3-yl)carbamoyl)-4-methylpyridin-3-yl)methyl)piperidine-2-carboxylic Acid ClC1=C(C=CC=C1NC(C1=NC=C(C=C1)C(OC)OC)=O)C1=C(C(=CC=C1)NC(=O)C1=CC(=C(C=N1)CN1[C@@H](CCCC1)C(=O)O)C)C